(4S,12aS)-N-[(2,4-difluorophenyl)methyl]-7-hydroxy-4-methyl-6,8-dioxo-1-(1,3-thiazol-2-ylmethyl)-1,2,3,4,6,8,12,12a-octahydropyrido[1',2':4,5]pyrazino[1,2-a]pyrimidine-9-carboxamide FC1=C(C=CC(=C1)F)CNC(=O)C=1C(C(=C2N(C[C@@H]3N([C@H](CCN3CC=3SC=CN3)C)C2=O)C1)O)=O